CCCCCCCCCCCCCCCCCCCCCC(=O)O[C@H](COC(=O)CCCCCCCCC/C=C\CCCCCCCC)COP(=O)([O-])OCC[N+](C)(C)C 1-(11Z-eicosenoyl)-2-docosanoyl-glycero-3-phosphocholine